Cl.FC=1C(=C(OC2=NC=C(C(=C2C=2NC3=CC=NC(=C3C(C2)=O)N2C(CCC2)=O)C)C(F)(F)F)C=CC1F)C 2-[2-(3,4-difluoro-2-methyl-phenoxy)-4-methyl-5-(trifluoromethyl)-3-pyridyl]-5-(2-oxopyrrolidin-1-yl)-1H-1,6-naphthyridin-4-one hydrochloride